2-(2-((tert-butyldimethylsilyl)oxy)ethyl)-6-chloro-1,2,3,4-tetrahydro-2,7-naphthyridine [Si](C)(C)(C(C)(C)C)OCCN1CC2=CN=C(C=C2CC1)Cl